[5-(1-[(2Z)-2-(aminomethyl)-3-fluoroprop-2-en-1-yl]-5-oxo-1,5-dihydro-4H-1,2,4-triazol-4-ylmethyl)thiophen-2-yl]-1,4-dihydro-2H-3,1-benzoxazin-2-one hydrochloride Cl.NC/C(/CN1N=CN(C1=O)CC1=CC=C(S1)N1C(OCC2=C1C=CC=C2)=O)=C/F